phenylbenzene-1,4-diamine C1(=CC=CC=C1)C1=C(C=CC(=C1)N)N